oxazol-2-carboxylate O1C(=NC=C1)C(=O)[O-]